COC1=CC=C(C=C1)CN(C1=NC=CC=C1CO)CC1=CC=C(C=C1)OC [2-[bis[(4-methoxyphenyl)methyl]amino]-3-pyridyl]methanol